trifluorolactic acid C(C(=O)O)(C(F)(F)F)O